(Z)-1-(3-(5-(dimethylamino)-2-propylphenyl)-4-oxothiazolidin-2-ylidene)-3-(4-(1-(4-((trifluoromethyl)thio)phenyl)-1H-1,2,4-triazol-3-yl)phenyl)urea CN(C=1C=CC(=C(C1)N1/C(/SCC1=O)=N/C(=O)NC1=CC=C(C=C1)C1=NN(C=N1)C1=CC=C(C=C1)SC(F)(F)F)CCC)C